BrCC=1C=C(C=CC1)C1=NC=C(C=N1)OC 2-(3-(bromomethyl)phenyl)-5-methoxypyrimidine